OC(C1=CC(=C(C=C1)O)OC)P(C1=CC=CC=C1)(C1=CC=CC=C1)=O (hydroxy(4-hydroxy-3-methoxyphenyl)methyl)diphenyl-phosphine oxide